FC1=CC(=C(C=C1)C=1CCCC2=C(C1C1=C(C(=CC=C1)O[C@H]1CN(CC1)CCCF)C)C=CC(=C2)C(=O)O)C (R)-8-(4-fluoro-2-methylphenyl)-9-(3-((1-(3-fluoropropyl)pyrrolidin-3-yl)oxy)-2-methylphenyl)-6,7-dihydro-5H-benzo[7]annulene-3-carboxylic acid